(R)-N-(2-Methoxy-5-(((1S,3S)-3-(trifluoromethyl)cyclohexyl)oxy)phenyl)-1-methyl-5-oxopyrrolidine-2-carboxamide COC1=C(C=C(C=C1)O[C@@H]1C[C@H](CCC1)C(F)(F)F)NC(=O)[C@@H]1N(C(CC1)=O)C